ClC=1N=C(C2=C(N1)CN(CC2)C(=O)OC(C)(C)C)OCCC2=CNC1=CC(=CC=C21)OC Tert-Butyl 2-Chloro-4-[2-(6-Methoxy-1H-Indol-3-yl)Ethoxy]-5H,6H,7H,8H-Pyrido[3,4-d]Pyrimidine-7-Carboxylate